5-(pyrazolo[1,5-a]pyridin-5-yl)-2,3-dihydro-1H-inden-4-amine N1=CC=C2N1C=CC(=C2)C2=C(C=1CCCC1C=C2)N